S1SSC=C1 trithiolin